Cl.CC1(CCCCC1)C(=O)N[C@H](C(=O)O)CNC(=O)[C@H]1CN(CCC1)CCCC1=NC=2NCCCC2C=C1 (S)-2-(1-methylcyclohexane-1-carboxamido)-3-((R)-1-(3-(5,6,7,8-tetrahydro-1,8-naphthyridin-2-yl)propyl)piperidine-3-carboxamido)propanoic acid hydrochloride